2-(((1RS,3SR)-5'-Bromo-4'-chloro-1'-(4-methoxybenzyl)-1',2'-dihydrospiro[cyclopentane-1,3'-pyrrolo[2,3-b]pyridin]-3-yl)amino)ethan-1-ol BrC=1C(=C2C(=NC1)N(C[C@]21C[C@H](CC1)NCCO)CC1=CC=C(C=C1)OC)Cl |r|